(S)-N-(6-(5-ethyl-1,2,4-oxadiazol-3-yl)-2,3-dihydrobenzofuran-3-yl)-4-methyloxazole-5-carboxamide C(C)C1=NC(=NO1)C1=CC2=C([C@@H](CO2)NC(=O)C2=C(N=CO2)C)C=C1